Cl.Cl.CC1(NC(CC(C1)OC1=CC=C(N=N1)C1=NC=C(C=C1O)N1N=CN=C1)(C)C)C 2-{6-[(2,2,6,6-tetramethylpiperidin-4-yl)oxy]pyridazin-3-yl}-5-(1H-1,2,4-triazol-1-yl)pyridin-3-ol dihydrochloride